4-(6-(benzoyloxy)-1H-indol-1-yl)-1,3-dioxolan-2-one C(C1=CC=CC=C1)(=O)OC1=CC=C2C=CN(C2=C1)C1OC(OC1)=O